CC1(CCC=2C1=NC1=C(C2NC(=O)N=[S@@](=O)(N)C=2SC(=C(C2)C(C)(C)O)C)CCC1)C (S)-N'-((3,3-dimethyl-1,2,3,5,6,7-hexahydrodicyclopenta[b,e]pyridin-8-yl)carbamoyl)-4-(2-hydroxypropan-2-yl)-5-methylthiophene-2-sulfonimidamide